CC1(CCN(CC1)C=1OC2=C(C=C(C=C2C(C1)=O)C)[C@@H](C)NC=1C(=NC=NC1)C(=O)O)C (R)-5-((1-(2-(4,4-dimethylpiperidin-1-yl)-6-methyl-4-oxo-4H-chromen-8-yl)ethyl)amino)pyrimidine-4-carboxylic acid